ls-6-(N2-(tert-butyloxycarbonyl)-Nω-nitro-arginyl)-N2-oleoyl-lysine benzyl ester C(C1=CC=CC=C1)OC([C@@H](NC(CCCCCCC\C=C/CCCCCCCC)=O)CCCC(N)C([C@@H](NC(=O)OC(C)(C)C)CCCNC(N[N+](=O)[O-])=N)=O)=O